cis-8-dimethylamino-3-[(2-morpholin-4-yl-pyridin-4-yl)-methyl]-8-phenyl-1,3-diazaspiro[4.5]decan-2-one CN(C1(CCC2(CN(C(N2)=O)CC2=CC(=NC=C2)N2CCOCC2)CC1)C1=CC=CC=C1)C